3-(isopropylsulfanyl-methyl)-N-(5-methyl-1,3,4-oxadiazol-2-yl)-5-(trifluoromethyl)-[1,2,4]triazolo[4,3-a]pyridine-8-carboxamide C(C)(C)SCC1=NN=C2N1C(=CC=C2C(=O)NC=2OC(=NN2)C)C(F)(F)F